2,2-bis(3-butyl-4-hydroxyphenyl)-4-methylpentane C(CCC)C=1C=C(C=CC1O)C(C)(CC(C)C)C1=CC(=C(C=C1)O)CCCC